N1CC(C1)CN1N=CC2=CC(=C(C=C12)C=1C2=C(C(N(C1)C)=O)NC(=C2)C(=O)NCC)OC2=C(C=CC=C2C)C 4-(1-(azetidin-3-ylmethyl)-5-(2,6-dimethylphenoxy)-1H-indazol-6-yl)-N-ethyl-6-methyl-7-oxo-6,7-dihydro-1H-pyrrolo[2,3-c]pyridine-2-carboxamide